C(C(C)C)NC(C(=O)O)C 2-ISOBUTYLAMINO-PROPIONIC ACID